C(C)(C)(C)OC(NCCC1CCNCC1)=O (2-(piperidin-4-yl)ethyl)carbamic acid tert-butyl ester